(2-((R)-2-(2-((2-cyclohexylethyl)amino)acetamido)-3-phenylpropoxy)-4,5-dimethoxybenzoyl)-L-aspartic acid 4-allyl ester 1-benzyl ester C(C1=CC=CC=C1)OC([C@@H](NC(C1=C(C=C(C(=C1)OC)OC)OC[C@@H](CC1=CC=CC=C1)NC(CNCCC1CCCCC1)=O)=O)CC(=O)OCC=C)=O